CN1C=NC=C1 3-methyl-3H-imidazol